(2R,3S)-2-(4-(cyclopentylamino)phenyl)-1-(2-fluoro-6-methylbenzoyl)-N-(4-methyl-3-(trifluoromethyl)phenyl)-1,2,3,4-tetrahydroquinoline-3-carboxamide C1(CCCC1)NC1=CC=C(C=C1)[C@@H]1N(C2=CC=CC=C2C[C@@H]1C(=O)NC1=CC(=C(C=C1)C)C(F)(F)F)C(C1=C(C=CC=C1C)F)=O